butyl (5-(bis(2-(prop-2-yn-1-yloxy)ethyl)amino)pentyl)carbamate C(C#C)OCCN(CCCCCNC(OCCCC)=O)CCOCC#C